1-(4-chlorophenyl)-N-(5-hydroxypyridin-2-yl)piperidine-4-sulfonamide ClC1=CC=C(C=C1)N1CCC(CC1)S(=O)(=O)NC1=NC=C(C=C1)O